NC1=NNC2=C1C(=NC=C2C2=NC=C(C=C2)C2CCN(CC2)C)C2=CC=C(CC=1C(=C(C(=O)N)C=C(C1)F)OC)C=C2 (4-(3-amino-7-(5-(1-methylpiperidin-4-yl)pyridin-2-yl)-1H-pyrazolo[4,3-c]pyridin-4-yl)benzyl)-5-fluoro-2-methoxybenzamide